ClC=1C=C2C(=NC1C(=O)N)SC=C2O 5-chloro-3-hydroxythieno[2,3-b]pyridine-6-carboxamide